Citric acid bismuth ammonium salt [NH4+].[Bi+2].C(CC(O)(C(=O)[O-])CC(=O)[O-])(=O)[O-]